2-(3-(di-o-tolylboryl)-2,4-dimethylphenyl)-4,4,5,5-tetramethyl-1,3,2-dioxaborolane C1(=C(C=CC=C1)B(C=1C(=C(C=CC1C)B1OC(C(O1)(C)C)(C)C)C)C1=C(C=CC=C1)C)C